(5-methyl-2-((tetrahydro-2H-pyran-4-yl)amino)pyrimidin-4-yl)-1H-imidazole-4-carboxylate CC=1C(=NC(=NC1)NC1CCOCC1)OC(=O)C=1N=CNC1